3-(cyclohex-1-en-1-yl)-6-(4-methoxyphenyl)-2-phenyl-5-(pyrimidin-4-ylamino)pyrazolo[1,5-a]pyrimidin-7(4H)-one C1(=CCCCC1)C=1C(=NN2C1NC(=C(C2=O)C2=CC=C(C=C2)OC)NC2=NC=NC=C2)C2=CC=CC=C2